4-cyano-5-hydroxy-2-(4-methoxyphenylethyl)-6-methylnicotinic acid Ethyl ester (Ethyl 4-cyano-5-hydroxy-2-(4-methoxyphenyl)-6-methylnicotinate) C(C)C1(C(=O)O)C(N=C(C(=C1C#N)O)C)C1=CC=C(C=C1)OC.C(C)OC(C1=C(N=C(C(=C1C#N)O)C)CCC1=CC=C(C=C1)OC)=O